(7R)-2-{2-[1-(cyclopropylmethyl)-1H-indol-2-yl]-7-methoxy-1-[2-(1-methyl-1H-pyrazol-4-yl)ethyl]-1H-1,3-benzodiazole-5-carbonyl}-2-azabicyclo[2.2.1]heptan-7-amine C1(CC1)CN1C(=CC2=CC=CC=C12)C1=NC2=C(N1CCC=1C=NN(C1)C)C(=CC(=C2)C(=O)N2C1CCC(C2)[C@H]1N)OC